((2S,4S)-4-((ethylamino)methyl)-4-hydroxytetrahydrofuran-2-yl)((S)-1-(4-fluorophenyl)-3,4-dihydroisoquinolin-2(1H)-yl)methanone C(C)NC[C@]1(C[C@H](OC1)C(=O)N1[C@H](C2=CC=CC=C2CC1)C1=CC=C(C=C1)F)O